N,N'-Hexamethylenbis[3-(3,5-di-t-butyl-4-hydroxyphenyl)propionamid] C(C)(C)(C)C=1C=C(C=C(C1O)C(C)(C)C)CCC(=O)NCCCCCCNC(CCC1=CC(=C(C(=C1)C(C)(C)C)O)C(C)(C)C)=O